C(C)(=O)N1CC(OC2=C1C=C(C=C2)Cl)C(=O)NC21CC(C2)(C1)NC(COC1=CC(=C(C=C1)Cl)F)=O 4-acetyl-6-chloro-N-{3-[2-(4-chloro-3-fluorophenoxy)acetamido]bicyclo[1.1.1]pent-1-yl}-3,4-dihydro-2H-1,4-benzoxazine-2-carboxamide